N1=CN=CC2=C1NCC21CCC1 6',7'-dihydrospiro[cyclobutane-1,5'-pyrrolo[2,3-d]pyrimidin]